N-(3-chloro-5-fluoro-4-iodopyridin-2-yl)-1-cyclopropyl-N-((cyclopropylmethyl)sulfonyl)methanesulfonamide ClC=1C(=NC=C(C1I)F)N(S(=O)(=O)CC1CC1)S(=O)(=O)CC1CC1